tert-butyl 5-(3-(4-(tert-butoxycarbonyl)-2-oxopiperazin-1-yl) phenyl)-4-chloro-3-(pyridin-2-ylethynyl)-1H-pyrrolo[2,3-b]pyridine-1-carboxylate C(C)(C)(C)OC(=O)N1CC(N(CC1)C=1C=C(C=CC1)C=1C(=C2C(=NC1)N(C=C2C#CC2=NC=CC=C2)C(=O)OC(C)(C)C)Cl)=O